C(C)OC1=C(C(C(=O)O)=CC=C1)O 3-ethoxysalicylic acid